(5-(3-chloropyridin-2-yl)-4,5-dihydro-1H-pyrazol-1-yl)(3-((2-(1,4-dimethyl-1H-pyrazol-5-yl)-5-fluoropyridin-4-yl)oxy)azetidin-1-yl)methanone ClC=1C(=NC=CC1)C1CC=NN1C(=O)N1CC(C1)OC1=CC(=NC=C1F)C1=C(C=NN1C)C